Cl.N1C[C@H](O)[C@@H](O)[C@H](O)[C@H]1CO 1,5-Dideoxy-1,5-imino-D-sorbitol hydrochloride